(4-bromo-1-((2-(trimethylsilyl)ethoxy)methyl)-1H-indazol-7-yl)methanamine BrC1=C2C=NN(C2=C(C=C1)CN)COCC[Si](C)(C)C